COC(=O)C=1OC(=CC1)C(O)C=1C(=NC(=CC1)N1CC2CC2C1)C 5-[(6-{3-Azabicyclo[3.1.0]hex-3-yl}-2-methylpyridin-3-yl)(hydroxy)methyl]furan-2-carboxylic acid methyl ester